ClC1=CC=C(C(=O)NCC(CO)N2CCN(CC2)C2=CC=C(C=C2)OC(F)(F)F)C=C1 4-chloro-N-(3-hydroxy-2-{4-[4-(trifluoromethoxy)phenyl]piperazin-1-yl}propyl)benzamide